(S)-N-((S)-Cyano((S)-7-fluorospiro[chromane-3,1'-cyclopropan]-4-yl)methyl)-2-methylpropane-2-sulfinamide C(#N)[C@@H](N[S@@](=O)C(C)(C)C)[C@@H]1C2=CC=C(C=C2OCC12CC2)F